BrC1=CC=CC(=N1)OCC1=C(N=C(S1)OCC)C 5-[(6-bromo-2-pyridyl)oxymethyl]-2-ethoxy-4-methyl-thiazole